(4-(3-methylpyrrolidin-3-yl)-1H-1,2,3-triazole-1-yl)methyl pivalate C(C(C)(C)C)(=O)OCN1N=NC(=C1)C1(CNCC1)C